ClC=1C=C2C(=[N+](C1)[O-])NC=C2 5-chloro-1H-pyrrolo[2,3-b]pyridine-7-oxide